OC(CSCC(CS(=O)(=O)[O-])C)CO.[Na+] sodium 3-(2,3-dihydroxypropylthio)-2-methyl-propanesulfonate